C(\C=C\C1=CC(O)=C(OC)C=C1)(=O)O Iso-ferulic acid